FC1=CC(=C(C=C1)N1CC2(C1)CC(C2)OC=2C(=NC(=CC2)C2=CC=NN2CCC)C(=O)N[C@H]2CNCC2)C(F)(F)F (R)-3-((2-(4-fluoro-2-(trifluoromethyl)phenyl)-2-azaspiro[3.3]heptan-6-yl)oxy)-6-(1-propyl-1H-pyrazol-5-yl)-N-(pyrrolidin-3-yl)picolinamide